(4-bromobenzylamino)pregn-5-en BrC1=CC=C(CNCC[C@H]2CC[C@H]3[C@@H]4CC=C5CCCC[C@]5(C)[C@H]4CC[C@]23C)C=C1